C1(CC1)C=1C(=C2C(C(N(C2=C(C1)F)CC(=O)NC[C@@H]([C@@H](C(=O)O)C)C)=O)(C)C)F (2S,3R)-4-(2-(5-cyclopropyl-4,7-difluoro-3,3-dimethyl-2-oxoindolin-1-yl)acetamido)-2,3-dimethylbutyric acid